4-[3-(pyridin-2-yloxy)-benzyl]-piperidine-1-carboxylic acid (2-phenyl-cyclopropyl)-amide C1(=CC=CC=C1)C1C(C1)NC(=O)N1CCC(CC1)CC1=CC(=CC=C1)OC1=NC=CC=C1